1-(3-(3-(1H-imidazol-1-yl)quinoxaline-6-carbonyl)-2-fluorophenyl)-3-(4-chloro-3-fluorophenyl)urea N1(C=NC=C1)C=1C=NC2=CC=C(C=C2N1)C(=O)C=1C(=C(C=CC1)NC(=O)NC1=CC(=C(C=C1)Cl)F)F